FC(S(=O)(=O)OC1=C(C(N(C=2N=C(N=CC21)NC2=C(C=CC=C2)OC)C2=CC=CC=C2)=O)C#N)(F)F 6-Cyano-2-((2-methoxyphenyl)amino)-7-oxo-8-phenyl-7,8-dihydropyrido[2,3-d]pyrimidin-5-yl trifluoromethanesulfonate